FC=1C=C(C=CC1OC1=CC=NC2=CC(=CN=C12)OC)NC(=O)C=1C(=NC(=C(C1O)C(C)C)C)C N-[3-fluoro-4-[(7-methoxy-1,5-naphthyridin-4-yl)oxy]phenyl]-4-hydroxy-2,6-dimethyl-5-propane-2-ylpyridine-3-carboxamide